N'-hydroxy-4-((2-(methylsulfonyl)ethyl)amino)-1,2,5-oxadiazole-3-carboxamidine ON=C(N)C1=NON=C1NCCS(=O)(=O)C